(4aS,9bS)-7-(1-(difluoromethyl)-1H-pyrazol-4-yl)-1,2,3,4,4a,9b-hexahydrobenzofuro[3,2-b]pyridine hydrochloride Cl.FC(N1N=CC(=C1)C1=CC2=C(C=C1)[C@@H]1NCCC[C@@H]1O2)F